O1C(OCC1)C=1C=CC(=NC1)N1N=C(C=C1)C(=O)OC methyl 1-(5-(1,3-dioxolan-2-yl) pyridin-2-yl)-1H-pyrazole-3-carboxylate